CC1=C(C(NC2=CC(=CC=C12)N1CCN(CC1)C)=O)C1=NN([C@@H](C1)C1=CC=C(C=C1)C)C(CC)=O (S)-4-methyl-7-(4-methylpiperazin-1-yl)-3-(1-propionyl-5-(p-tolyl)-4,5-dihydro-1H-pyrazol-3-yl)quinolin-2(1H)-one